7-fluoro-(1H-pyrazol-4-yl)-1,2,3,4-tetrahydroquinoline FC1=CC=C2CCCN(C2=C1)C=1C=NNC1